C1(=CC=CC=C1)C#CC1=C(C=CC=C1)C1=CC=CC(=N1)C1=CC=C(C#N)C=C1 4-(6-(2-(phenylethynyl)phenyl)pyridine-2-yl)benzonitrile